N1CC(CC1)CC#N 2-(pyrrolidin-3-yl)acetonitrile